O=C(CCCCCCCN(CCCCCCCC(=O)OC(CCCCCCCC)CCCCCCCC)CCCNS(=O)(=O)CC1=CC=CC=C1)OC(CC)CCCCCCCC Heptadecan-9-yl 8-((8-oxo-8-(undecan-3-yloxy)octyl)(3-((phenylmethyl)sulfonamido)propyl)amino)octanoate